(2-benzyloxy-4-bromo-5-fluoro-phenyl)acetonitrile C(C1=CC=CC=C1)OC1=C(C=C(C(=C1)Br)F)CC#N